2-((((9H-Fluoren-9-yl)methoxy)carbonyl)(methyl)amino)-3-(4-(allyloxy)phenyl)propanoic acid C1=CC=CC=2C3=CC=CC=C3C(C12)COC(=O)N(C(C(=O)O)CC1=CC=C(C=C1)OCC=C)C